4-(Piperidin-1-yl)but-2-yn-1-amine N1(CCCCC1)CC#CCN